C(C)NC(=O)N1[C@H]([C@H](CCC1)NS(=O)(=O)C)CC1=CC(=NC=C1)C1=CC=CC=C1 cis-N-ethyl-3-((methylsulfonyl)amino)-2-((2-phenylpyridin-4-yl)methyl)piperidine-1-carboxamide